C(C)OC[C@H](CO)O (S)-3-ethoxypropane-1,2-diol